ClC=1C=CC(=C(N)C1)C(=O)N1CCC(CC1)C1=C2C(=NC=C1F)NC(=C2)C2CCN(CC2)C 5-Chloro-2-{4-[5-fluoro-2-(1-methylpiperidin-4-yl)-1H-pyrrolo[2,3-b]pyridin-4-yl]piperidine-1-carbonyl}aniline